N-(3-(5-fluoro-1H-indol-3-yl)propyl)-4-(3-(piperidin-4-yl)propoxy)benzenesulfonamide FC=1C=C2C(=CNC2=CC1)CCCNS(=O)(=O)C1=CC=C(C=C1)OCCCC1CCNCC1